tertiary amylamine C(C)(C)(CC)N